C(C)(=O)OCCC1=CC(=C2C(=N1)C(=CS2)C(=O)OC)Br methyl 5-(2-acetoxyethyl)-7-bromothieno[3,2-b]pyridine-3-carboxylate